(R)-9-methyl-N-(1-methyl-2-(((R)-1-methylpyrrolidin-3-yl)carbamoyl)-1H-imidazol-4-yl)-6-oxo-6,7,8,9-tetrahydropyrido[3',2':4,5]pyrrolo[1,2-a]pyrazine-2-carboxamide C[C@@H]1CNC(C=2N1C1=C(C2)C=CC(=N1)C(=O)NC=1N=C(N(C1)C)C(N[C@H]1CN(CC1)C)=O)=O